(2S)-2-[[8-fluoro-4-(4-fluorophenyl)-7-hydroxy-3-isopropyl-1-isoquinolyl]oxy]propanoic acid FC=1C(=CC=C2C(=C(N=C(C12)O[C@H](C(=O)O)C)C(C)C)C1=CC=C(C=C1)F)O